[(R)-(4-chlorophenyl)-[(2S,3S,4R)-3,4,5-trihydroxytetrahydrofuran-2-yl]methyl] 4-phenylbenzoate C1(=CC=CC=C1)C1=CC=C(C(=O)O[C@@H]([C@H]2OC([C@@H]([C@@H]2O)O)O)C2=CC=C(C=C2)Cl)C=C1